ClC=1C=CC(=C(C(=O)O)C1)C(CCCN(C)C)(O)C1=CC=C(C=C1)F 5-chloro-2-(4-(dimethylamino)-1-(4-fluorophenyl)-1-hydroxybutyl)benzoic acid